[P].C(C1=CC=CC=C1)(=O)N1CCC(CC1)NC(NCC1=CC=C(C(=O)N)C=C1)=O 4-((3-(1-benzoylpiperidin-4-yl)ureido)methyl)benzamide phosphorus